[N+](=O)([O-])C=1C=C2C(=NC1)NC(N2)=O 6-nitro-1,3-dihydro-2H-imidazo[4,5-B]pyridin-2-one